S(=O)(=O)(O)C(C(=O)OCCCCCCCCCCC)CC(=O)OCCCCCCCCCCC.[K] potassium bisundecyl sulfosuccinate